3-((4-(5-(chlorodifluoromethyl)-1,2,4-oxadiazol-3-yl)benzyl)amino)-4-morpholinocyclobut-3-ene-1,2-dione ClC(C1=NC(=NO1)C1=CC=C(CNC=2C(C(C2N2CCOCC2)=O)=O)C=C1)(F)F